N-(6-((5-aminopyridin-2-yl)oxy)-4-methoxybenzo[d]isoxazol-3-yl)-5-ethyl-2-methoxybenzenesulfonamide NC=1C=CC(=NC1)OC1=CC2=C(C(=NO2)NS(=O)(=O)C2=C(C=CC(=C2)CC)OC)C(=C1)OC